O1CCN(CC1)C=1C=C(C=C(C1)S(=O)(=O)C1=CC=CC=C1)C=1C(=CC(=NC1)N)C(F)(F)F 5-(3-morpholino-5-(phenylsulfonyl)phenyl)-4-(trifluoromethyl)pyridin-2-amine